C(C=C)(=O)OCCCCCCCCCCCCCCCCCCCCCCC n-tricosyl acrylate